3-{[3-(acrylamido) propyl] (dimethyl) ammonio}-1-propanesulfonate C(C=C)(=O)NCCC[N+](CCCS(=O)(=O)[O-])(C)C